4-(4-(2-(4,4-difluorocyclohexyl)-6-methylpyrimidin-4-yl)-1H-pyrazol-1-yl)-3-(6-azaspiro[2.5]octan-6-yl)aniline FC1(CCC(CC1)C1=NC(=CC(=N1)C=1C=NN(C1)C1=C(C=C(N)C=C1)N1CCC2(CC2)CC1)C)F